[I-].CN1C=[N+](C=C1)C 1,3-dimethylimidazolium iodide